FC(CC1=CC=C(C=C1)N1CCNCC1)(F)F 4-[4-(2,2,2-Trifluoroethyl)phenyl]piperazine